2-(4-(7-(3,4-dimethoxyphenyl) pyrazolo[1,5-a]pyrimidine-2-carbonyl) piperazin-1-yl)-2-oxoethyl acetate C(C)(=O)OCC(=O)N1CCN(CC1)C(=O)C1=NN2C(N=CC=C2C2=CC(=C(C=C2)OC)OC)=C1